dimethylphosphonate COP(OC)=O